OCC1N(C2=CC=CC=C2C1)C(=O)C1=C(C=C(C(=C1)OC)O[Si](C(C)C)(C(C)C)C(C)C)[N+](=O)[O-] (2-(hydroxymethyl)indolin-1-yl)(5-methoxy-2-nitro-4-((triisopropylsilyl)oxy)phenyl)methanone